1,2-difluoro-decane FCC(CCCCCCCC)F